ClC1=CC(=NC=C1C#CC1=C(C=CC=C1)NS(=O)(=O)C=1C=CC(=C2C=CC=NC12)OC)C(=O)OC methyl 4-chloro-5-{2-[2-(5-methoxyquinoline-8-sulfonamido)-phenyl]ethynyl}pyridine-2-carboxylate